C(#N)[C@H](C[C@H]1C(NCC1)=O)NC(=O)[C@H]1N([C@H]2CC([C@@H]1CC2)(F)F)C(=O)C=2NC1=CC=CC(=C1C2)OC (1R,3S,4R)-N-((S)-1-cyano-2-((S)-2-oxopyrrolidin-3-yl)ethyl)-5,5-difluoro-2-(4-methoxy-1H-indole-2-carbonyl)-2-azabicyclo[2.2.2]octane-3-carboxamide